C(C)(C)C1=CC=C(N=N1)N 6-Isopropylpyridazin-3-amine